NC1=NC2=CC=C(C=C2C=C1C)C(=O)N([C@H](C)C1=NC=CC=C1F)CC1=NC=C(C=C1)C(N(C)C)=O 2-amino-N-((5-(dimethylcarbamoyl)-2-pyridinyl)methyl)-N-((1R)-1-(3-fluoro-2-pyridinyl)ethyl)-3-methyl-6-quinolinecarboxamide